6-chloro-N-(6-(2,2-difluorocyclopropyl)-5-fluoro-2-methoxypyridin-3-yl)pyrazolo[1,5-a]pyridine-3-sulfonamide ClC=1C=CC=2N(C1)N=CC2S(=O)(=O)NC=2C(=NC(=C(C2)F)C2C(C2)(F)F)OC